C(C=C)(=O)N1[C@H](CN(CC1)C1=CC(=NC=2CN(CCC12)C1=CC=CC2=CC=CC(=C12)C)C(=O)N[C@H]1C(CCC[C@H]1N)(F)F)CC#N 4-((S)-4-acryloyl-3-(cyanomethyl)piperazin-1-yl)-N-((1R,6R)-6-amino-2,2-difluorocyclohexyl)-7-(8-methylnaphthalen-1-yl)-5,6,7,8-tetrahydro-1,7-naphthyridine-2-carboxamide